N2-(pyridin-2-yl)spiro[3.3]heptane-2,6-diamine hydrochloride Cl.N1=C(C=CC=C1)NC1CC2(C1)CC(C2)N